C(C1=CC=CC=C1)(=O)OCCC(CC)NCC1=CC=CC=C1 3-benzylaminopentyl benzoate